FC1=C(C=CC=C1)C1=NC=CC(=C1)NC1=NC=NC2=CC(=C(C=C12)NC(C=C)=O)OCCOC N-(4-((2-(2-fluorophenyl)pyridin-4-yl)amino)-7-(2-methoxyethoxy)quinazolin-6-yl)acrylamide